FC1=NC(=CC(=C1)NC=1SC(=C(N1)C(=O)N[C@@H]1C(CC1)(C)C)C)F 2-[(2,6-difluoro-4-pyridyl)amino]-N-[(1S)-2,2-dimethylcyclobutyl]-5-methyl-thiazole-4-carboxamide